3-[2-(6-chloro-1-ethyl-1,3-benzodiazol-5-yl)ethynyl]-5-(methylamino)-1-[1-(prop-2-enoyl)azetidin-3-yl]pyrazole-4-carboxamide ClC=1C(=CC2=C(N(C=N2)CC)C1)C#CC1=NN(C(=C1C(=O)N)NC)C1CN(C1)C(C=C)=O